N-methyl-3,5-di(ethylthio)phthalimide CN1C(C=2C(C1=O)=C(C=C(C2)SCC)SCC)=O